OC1=C(C=CC(=C1)C#C[Si](C(C)C)(C(C)C)C(C)C)NC(C1=CC=CC=C1)=O N-(2-hydroxy-4-((triisopropylsilyl)ethynyl)phenyl)benzamide